3-(((triisopropylsilyl)oxy)methyl)benzaldehyde C(C)(C)[Si](OCC=1C=C(C=O)C=CC1)(C(C)C)C(C)C